CC1=CC(=NN1C1=CC=C(C=C1)OC(F)(F)F)N1CCN(CC1)CCN1CCOCC1 [2-[4-[5-methyl-1-[4-(trifluoromethoxy)phenyl]pyrazol-3-yl]piperazin-1-yl]ethyl]morpholine